(2R,3S)-3-(((3-((S)-1-(1H-imidazol-4-yl)ethyl)-2-methylbenzyl)oxy)carbonyl)-2-((1-methyl-1H-imidazol-5-yl)methyl)pentyl hexanoate C(CCCCC)(=O)OC[C@@H]([C@H](CC)C(=O)OCC1=C(C(=CC=C1)[C@H](C)C=1N=CNC1)C)CC1=CN=CN1C